N-[[6-[(4-Isopropylphenyl)methoxy]-2-pyridyl]sulfonyl]-2-(2,2,4-trimethylpyrrolidin-1-yl)pyridin-3-carboxamid C(C)(C)C1=CC=C(C=C1)COC1=CC=CC(=N1)S(=O)(=O)NC(=O)C=1C(=NC=CC1)N1C(CC(C1)C)(C)C